7-(2-(4-(benzo[d]thiazol-2-yl)piperazin-1-yl)ethoxy)-3,4-dihydroquinolin-2(1H)-one S1C(=NC2=C1C=CC=C2)N2CCN(CC2)CCOC2=CC=C1CCC(NC1=C2)=O